3-[4-({2,3-dimethoxy-6H,7H,8H,9H,10H,11H-cycloocta[b]quinolin-12-yl}amino)piperidin-1-yl]propanenitrile COC=1C=C2C(=C3C(=NC2=CC1OC)CCCCCC3)NC3CCN(CC3)CCC#N